N-hexyl-N'-decylurea C(CCCCC)NC(=O)NCCCCCCCCCC